ClC=1N(C(N(C1C1=CC=C(C=C1)Cl)C[C@@H](C(F)(F)F)O)=O)CC1=NN(C(=N1)[C@H](C)O)C1=C(C=CC=C1)C(F)(F)F 4-chloro-5-(4-chlorophenyl)-3-((1-(2-trifluoromethylphenyl)-5-((S)-1-hydroxyethyl)-1H-1,2,4-triazol-3-yl)methyl)-1-((S)-3,3,3-trifluoro-2-hydroxypropyl)-1,3-dihydro-2H-imidazol-2-one